OC1=NC=C(C=C1C(=O)N)NC(C(=O)N1[C@H](CC[C@@H](C1)C)C1=CC=CC=C1)=O 2-hydroxy-5-[[2-[(2R,5S)-5-methyl-2-phenyl-1-piperidyl]-2-oxo-acetyl]amino]pyridine-3-carboxamide